(-)-1-(3-(aminomethyl)phenyl)-N-(5-(3-cyclopropyl-1-pivaloylamino-1-(pyridin-3-yl)propyl)-2-fluorophenyl)-3-(trifluoromethyl)-1H-pyrazole-5-carboxamide NCC=1C=C(C=CC1)N1N=C(C=C1C(=O)NC1=C(C=CC(=C1)C(CCC1CC1)(C=1C=NC=CC1)NC(C(C)(C)C)=O)F)C(F)(F)F